2-(4-chloro-2-fluorophenyl)-2-methylbenzo[d][1,3]dioxol ClC1=CC(=C(C=C1)C1(OC2=C(O1)C=CC=C2)C)F